methyl 7-bromo-2-(1-(tert-butoxycarbonyl)piperidin-3-yl)-1H-indole-5-carboxylate BrC=1C=C(C=C2C=C(NC12)C1CN(CCC1)C(=O)OC(C)(C)C)C(=O)OC